C(#N)C1=NC=C(C(=C1)C1=C(C=NC(=C1)C)C(=O)OC)OC methyl 2'-cyano-5'-methoxy-6-methyl-[4,4'-bipyridine]-3-carboxylate